FC(C1=C(C=C2C(C3=CC(=CC=C3C2)O)=O)C=CC=C1)(F)F 2-(2-trifluoromethylbenzylidene)-6-hydroxy-2,3-dihydro-1H-inden-1-one